OC[C@H](C1=CC=CC=C1)NC1=NC(=NC=C1C=1OC=NN1)NC=1C=C2C(C(OC(C2=CC1)=O)C)=C 6-((4-(((S)-2-hydroxy-1-phenylethyl)amino)-5-(1,3,4-oxadiazol-2-yl)pyrimidin-2-yl)amino)-3-methyl-4-methyleneisochroman-1-one